NC1=NSC(=N1)NC(=O)C=1C(=CC(=NC1)N1C(C(=CC=C1)F)=O)C1=CC(=NC=C1OC)C(F)F N-(3-amino-1,2,4-thiadiazol-5-yl)-2''-(difluoromethyl)-3-fluoro-5''-methoxy-2-oxo-2H-[1,2':4',4''-terpyridine]-5'-carboxamide